3-methyl-6-phenyl-2-hexanone O-methyloxime CON=C(C)C(CCCC1=CC=CC=C1)C